3-(5-(4-((3,9-diazaspiro[5.5]undecan-3-yl)methyl)piperidin-1-yl)-3-isopropyl-2-oxo-2,3-dihydro-1H-benzo[d]imidazol-1-yl)piperidine-2,6-dione trifluoroacetate FC(C(=O)O)(F)F.C1CN(CCC12CCNCC2)CC2CCN(CC2)C2=CC1=C(N(C(N1C(C)C)=O)C1C(NC(CC1)=O)=O)C=C2